tert-Butyl (trans-3-(3-(trifluoromethyl)-1H-pyrazol-1-yl)cyclobutyl)carbamate FC(C1=NN(C=C1)[C@@H]1C[C@H](C1)NC(OC(C)(C)C)=O)(F)F